8-[(1R)-1-[[6-Methoxy-2-(2H-tetrazol-5-yl)-3-pyridyl]amino]ethyl]-3,6-dimethyl-2-phenyl-chromen-4-one COC1=CC=C(C(=N1)C=1N=NNN1)N[C@H](C)C=1C=C(C=C2C(C(=C(OC12)C1=CC=CC=C1)C)=O)C